NC1=NC2=C(N1C)C=CC(=C2)N[C@H]2CC(S(CC2)(=O)=O)(C)C |r| rac-4-((2-amino-1-methyl-1H-benzo[d]imidazol-5-yl)amino)-2,2-dimethyltetrahydro-2H-thiopyran 1,1-dioxide